CC=1C(=CC=C2C=CCC12)OC(CC)=O.N1N=CC=2C1=NC=CC2C=O (1H-pyrazolo[3,4-b]pyridin-4-yl)methanone 7-methylinden-6-yl-propionate